CC1(C(N(C(N1CCN1CCOCC1)=O)CC1=NC(=NO1)C1=CC(=C(C=C1)OC1=C(C=CC=C1)S(=O)(=O)CC1OCCC1)C(F)(F)F)=O)C 5,5-dimethyl-1-(2-morpholinoethyl)-3-((3-(4-(2-(((tetrahydrofuran-2-yl)methyl)sulfonyl)phenoxy)-3-(trifluoromethyl)phenyl)-1,2,4-oxadiazol-5-yl)methyl)imidazolidine-2,4-dione